N-[4-(4-chloro-1H-pyrazol-1-yl)-3-sulfamoylphenyl]-2-(4-methoxyphenyl)acetamide ClC=1C=NN(C1)C1=C(C=C(C=C1)NC(CC1=CC=C(C=C1)OC)=O)S(N)(=O)=O